CC1(CCN(CC1)C=1C=C(C=CC1[N+](=O)[O-])N1CC(C1)CN(C)C)C 1-(1-(3-(4,4-Dimethylpiperidin-1-yl)-4-nitrophenyl)azetidin-3-yl)-N,N-dimethylmethanamine